2-chloro-9-ethyl-7,7-difluoro-5,7,8,9-tetrahydro-6H-pyrimido[4,5-b][1,4]diazepin-6-one ClC=1N=CC2=C(N(CC(C(N2)=O)(F)F)CC)N1